C(C)OC(CN(C(CCC(=O)OCC)C)[C@@H](C)C1=CC=CC=C1)=O ethyl 4-[(2-ethoxy-2-oxoethyl)[(1S)-1-phenylethyl]amino]pentanoate